Diethylbarbituric acid sodium [Na].C(C)C1(C(NC(NC1=O)=O)=O)CC